N1N(C=NC=C1)N [1,2,4]triazine-2-amine